Tert-Butyl N-[3-[3-(3-aminopropoxy)propoxy]propyl]carbamate NCCCOCCCOCCCNC(OC(C)(C)C)=O